CC1=NN=C(O1)C1=C(C=C(N=N1)NC=1N=CC(=NC1)C#N)NCC1CNCCC1 5-(6-(5-methyl-1,3,4-oxadiazol-2-yl)-5-(piperidin-3-ylmethylamino)pyridazin-3-ylamino)pyrazine-2-carbonitrile